(NE)-N-[(4-methylcyclohexa-1,4-dien-1-yl)methylidene]hydroxylamine CC=1CC=C(CC1)\C=N\O